BrC1=CC=CC=2C3(C4=CC=CC=C4C12)C1=CC=CC=C1C=1C(=CC=CC13)Cl 4-bromo-4'-chloro-9,9'-spirobifluorene